S(O)(O)(=O)=O.C(CC)C(COCC(CCCCC)CCC)CCCCC 2-propylheptylether-sulfuric acid salt